ClC1=CC=C(C=C1)C1OC(=C(C1=O)OS(=O)(=O)CCC)N 2-(4-chlorophenyl)-4-[[1-propylsulfonyl]oxy]-5-amino-3(2H)-furanone